3-(2-(4-(ethoxycarbonyl)-[1,4'-bipiperidine]-1'-yl)ethoxy)propionic acid C(C)OC(=O)C1CCN(CC1)C1CCN(CC1)CCOCCC(=O)O